C1(CC1)S(=O)(=O)OC[C@H]1C=2N(C3=C(C(=N1)C1=CC=C(C=C1)Cl)C=C(C=C3)OC)C(=NN2)C (R)-(6-(4-chlorophenyl)-8-methoxy-1-methyl-4H-benzo[f][1,2,4]triazolo[4,3-a][1,4]diazepin-4-yl)methyl cyclopropanesulfonate